N-(3-bromo-4-chlorophenyl)-4-(trifluoromethyl)pyridineamide BrC=1C=C(C=CC1Cl)NC(=O)C1=NC=CC(=C1)C(F)(F)F